(S)-3-((7-chloro-1-methyl-6-(pyrazolo[1,5-a]pyrazin-3-yloxy)-1H-imidazo[4,5-b]pyridin-2-yl)amino)-5-cyclopropyl-1-(3-hydroxy-2-methylpropyl)pyridin-2(1H)-one ClC1=C2C(=NC=C1OC=1C=NN3C1C=NC=C3)N=C(N2C)NC=2C(N(C=C(C2)C2CC2)C[C@@H](CO)C)=O